C(C)[C@H]1CC[C@H](CC1)OC=1C=C2C=CC(=CC2=CC1)CN1CCCCC1 1-((6-(cis-4-Ethylcyclohexyloxy)naphthalen-2-yl)methyl)piperidin